ClC1=NC(=NC(=N1)Cl)C1CCC1 2,4-dichloro-6-cyclobutyl-1,3,5-triazine